2-(ethyl(methoxy)phosphoryl)-7,8-dihydro-1,6-naphthyridin C(C)P(=O)(OC)C1=NC=2CCN=CC2C=C1